C(C)(C)(C)OC(=O)N1[C@H]2CS(C[C@@H]1CC2)(=O)=O (1R,5S)-3-thia-8-azabicyclo[3.2.1]octane-8-carboxylic acid tert-butyl ester 3,3-dioxide